FC(C=1C=C(CC2=CC(=NC=C2)N2N=C(C(=C2)C(=O)O)C)C=C(C1)F)F 1-(4-(3-(difluoromethyl)-5-fluorobenzyl)pyridin-2-yl)-3-methyl-1H-pyrazole-4-carboxylic acid